(R) or (S)-3-(1-(3-(pyrrolidin-1-yl)propyl)pyrrolidin-2-yl)pyridine N1(CCCC1)CCCN1[C@H](CCC1)C=1C=NC=CC1 |o1:9|